2-methyl-6-nitro-pyridin-3-ol CC1=NC(=CC=C1O)[N+](=O)[O-]